1-(4-fluoro-2-(2-methoxyeth-oxy)phenyl)-3-(6-methoxypyridin-3-yl)-7-(trifluoromethyl)-2,3-dihydroquinazolin-4(1H)-one FC1=CC(=C(C=C1)N1CN(C(C2=CC=C(C=C12)C(F)(F)F)=O)C=1C=NC(=CC1)OC)OCCOC